BrC=1C=C(C(=NC1)C(C(=O)OCC)(C(=O)OCC)C)OCOC 1,3-diethyl 2-[5-bromo-3-(methoxymethoxy)pyridin-2-yl]-2-methylpropanedioate